N-(3-((dimethylamino)methyl)phenyl)-1-methyl-9-(1-methyl-1H-pyrazol-4-yl)-6,7-dihydro-5H-benzo[c]triazolo[1,5-a]azepin-7-amine CN(C)CC=1C=C(C=CC1)NC1C2=C(C=3N(CC1)N=NC3C)C=CC(=C2)C=2C=NN(C2)C